C(#N)C1=NN(C=C1[C@H](CC)C1=C(C=CC(=C1)F)F)C (1S,2S)-1-(3-cyano-1-methyl-1H-pyrazol-4-yl)-1-(2,5-difluorophenyl)propan